di-magnesium phosphate tri-hydrate O.O.O.P(=O)([O-])([O-])[O-].[Mg+2].[Mg+2]